CC1=CC[C@H](CC1)C(C)(C)O The molecule is the (S)-enantiomer of alpha-terpineol. It has a role as a plant metabolite. It is an enantiomer of a (R)-(+)-alpha-terpineol.